(R)-4-(1-(4-((1-(3-cyano-2-methylphenyl)ethyl)amino)-7-methoxy-2-methylquinazolin-6-yl)piperidin-4-yl)piperazine-1-carboxylic acid tert-butyl ester C(C)(C)(C)OC(=O)N1CCN(CC1)C1CCN(CC1)C=1C=C2C(=NC(=NC2=CC1OC)C)N[C@H](C)C1=C(C(=CC=C1)C#N)C